iron aluminum hydroxide chloride [Cl-].[OH-].[Al+3].[Fe+2]